(E)-3-benzyl-6-(2-methoxyvinyl)-1-(trifluoromethyl)-3-azabicyclo[3.1.0]hexane C(C1=CC=CC=C1)N1CC2(C(C2C1)\C=C\OC)C(F)(F)F